N[C@@H](CCC(=O)OC)C(=O)OC(C)(C)C tert-butyl methyl glutamate